CN(C(=O)Cl)C dimethylcarbamoyl chloride